COC(=O)C=1C=C(C=CC1N)C1=CC=C(C=C1)F 4-amino-4'-fluoro-[1,1'-biphenyl]-3-carboxylic acid methyl ester